(R)-(5-(1-methyl-1H-pyrazol-4-yl)-1,3,4-oxadiazol-2-yl)(4-(4-(trifluoromethyl)pyrazolo[1,5-a]pyridin-2-yl)-6,7-dihydro-1H-imidazo[4,5-c]pyridin-5(4H)-yl)methanone CN1N=CC(=C1)C1=NN=C(O1)C(=O)N1[C@H](C2=C(CC1)NC=N2)C2=NN1C(C(=CC=C1)C(F)(F)F)=C2